OCCN1C(CC(CC1)N1CC2=CC(=CC=C2C(C1)C)C(=O)NC=1C=NC=C(C1)C(F)(F)F)=O 2-[1-(2-hydroxyethyl)-2-oxo-4-piperidyl]-4-methyl-N-[5-(trifluoromethyl)-3-pyridyl]-3,4-dihydro-1H-isoquinoline-7-carboxamide